C[Si]1(NCC(CCC1)NC(=O)C1=CC=2C(=CN=C(C2F)C(F)(F)F)N1)C N-(1,1-dimethylsilazepan-4-yl)-4-fluoro-5-(trifluoromethyl)-1H-pyrrolo[2,3-c]pyridine-2-carboxamide